[6-(4-cyclopropylsulfonylbenzyl)-2-azaspiro[3.3]heptan-2-yl]-[6-(3-cyclopropyl-1H-1,2,4-triazol-5-yl)-2-azaspiro[3.3]heptan-2-yl]methanone C1(CC1)S(=O)(=O)C1=CC=C(CC2CC3(CN(C3)C(=O)N3CC4(C3)CC(C4)C4=NC(=NN4)C4CC4)C2)C=C1